NC1=CC(=C(C=C1)C=1C(=C(NC1)C(=O)N)C1=CC(=C(C=C1)C(NCC1(CC1)F)=O)OC)C 4-(4-amino-2-methylphenyl)-3-(4-(((1-fluorocyclopropyl)methyl)carbamoyl)-3-methoxyphenyl)-1H-pyrrole-2-carboxamide